BrC=1C=C(C=C2C(C=C(OC12)N1CC2=CC=C(C=C2C1)F)=O)C 8-bromo-2-(5-fluoroisoindolin-2-yl)-6-methyl-chromen-4-one